BrC=1C=C2C=C(C(N(C2=CC1)CCN1CCOCC1)=O)C(=O)OCC ethyl 6-bromo-1-(2-morpholinoethyl)-2-oxo-1,2-dihydroquinoline-3-carboxylate